O1C(COCC1)COC1=NC(N2C(C3=CC=C(C=C3CC2)C#CC(CC)O)=C1)=O 2-([1,4]Dioxan-2-ylmethoxy)-9-(3-hydroxy-pent-1-ynyl)-6,7-dihydro-pyrimido[6,1-a]isoquinolin-4-one